Tert-butyl 5-((1S,2S)-2-(((tert-butyldiphenylsilyl) oxy) methyl) cyclopropyl)-2-methylpentanoate [Si](C1=CC=CC=C1)(C1=CC=CC=C1)(C(C)(C)C)OC[C@@H]1[C@H](C1)CCCC(C(=O)OC(C)(C)C)C